((5-(((2,5-dioxopyrrolidin-1-yl)oxy)carbonyl)-1,3-phenylene)bis(oxy))bis(propane-1-sulfonic acid) O=C1N(C(CC1)=O)OC(=O)C=1C=C(C=C(C1)OCCCS(=O)(=O)O)OCCCS(=O)(=O)O